C[C@@]12[C@@](CNC1)(CN(C2)C2=NC(=NC=C2C)NC=2C=NN(C2)C)C 4-((3aR,6aS)-3a,6a-dimethylhexahydropyrrolo[3,4-c]pyrrol-2(1H)-yl)-5-methyl-N-(1-methyl-1H-pyrazol-4-yl)pyrimidin-2-amine